CN1N=C2C(=CC(=CC2=C1)C=1N=NC2=C(N1)C=CC(=C2)C2CCN(CC2)C(=O)OC(C)(C)C)C tert-Butyl 4-[3-(2,7-dimethylindazol-5-yl)-1,2,4-benzotriazin-7-yl]piperidine-1-carboxylate